FC=1C=C(C=CC1F)C=1C(=NC=CC1)N1CCC(=CC1)C=1C=2N(C=CC1)C=NN2 8-(3'-(3,4-difluorophenyl)-3,6-dihydro-2H-[1,2'-bipyridin]-4-yl)-[1,2,4]triazolo[4,3-a]pyridine